2-chloro-N-methyl-5-nitro-pyrimidin-4-amine ClC1=NC=C(C(=N1)NC)[N+](=O)[O-]